1,4-diaminocubane NC12C3C4C5(C3C1C5C24)N